(1-acetyl-piperidin-4-yl)-1-{5-[(R)-(1,3-dimethyl-azetidin-3-yl)-hydroxy-(4-isopropyl-phenyl)-methyl]-pyridazin-3-yl}-pyrrolidin-2-one C(C)(=O)N1CCC(CC1)C1C(N(CC1)C=1N=NC=C(C1)[C@](C1=CC=C(C=C1)C(C)C)(O)C1(CN(C1)C)C)=O